4-(2,5-dioxo-1H-pyrrol-1-yl)-N-methylbutyramide O=C1N(C(C=C1)=O)CCCC(=O)NC